FC1=CC=C(C=C1)[C@@H](C)NC(=O)C1=NN2C(C(NC(=C2)C2=NC3=CC=CC=C3C=C2)=O)=C1 N-[(1R)-1-(4-Fluorophenyl)ethyl]-4-oxo-6-(quinolin-2-yl)-4,5-dihydropyrazolo[1,5-a]pyrazine-2-carboxamide